C(C)C1=C([C@H]([C@@H](C(=C1C)C)C(=O)OCC)C(=O)OCC)C diethyl trans-4-ethyl-3,5,6-trimethylcyclohexa-3,5-diene-1,2-dicarboxylate